C(C)(C)(C)OC(=O)N[C@H](C(=O)O)CC1CCCC1 (S)-2-((tert-butoxycarbonyl)amino)-3-cyclopentylpropionic acid